n-octyl-morpholine C(CCCCCCC)N1CCOCC1